C(C)[Si](OC(C)C)(OC(C)C)CC Diethyl-di(isopropoxy)silane